3-Bromo-2-hydroxy-6-methylpyridine BrC=1C(=NC(=CC1)C)O